1,2,5-trimethylpyrrole CN1C(=CC=C1C)C